N-(3-dimethoxypropoxysilylpropyl)urea COC(CCO[SiH2]CCCNC(=O)N)OC